8-fluoro-3-(2-methyl-3-(4,4,5,5-tetramethyl-1,3,2-dioxaborolan-2-yl)phenyl)quinazoline-2,4(1H,3H)-dione FC=1C=CC=C2C(N(C(NC12)=O)C1=C(C(=CC=C1)B1OC(C(O1)(C)C)(C)C)C)=O